S(=O)(=O)([O-])C1=CC=C(C)C=C1.C(C)N1C=[N+](C=C1)CC 1,3-diethylimidazolium tosylate